C(C)(C)NC1CCC(CC1)N1C(NC2=C1C=C(C(=C2)C=2C=C(C=1N(C2)N=CN1)C)C)=O 1-((1R,4R)-4-(Isopropylamino)cyclohexyl)-6-methyl-5-(8-methyl-[1,2,4]triazolo[1,5-a]pyridin-6-yl)-1,3-dihydro-2H-benzo[d]imidazol-2-on